C([C@@H](O)[C@H](O)C(=O)O)(=O)O.C(C1=CC=CC=C1)N([C@H](CN)C)C (2S)-N2-benzyl-N2-methylpropane-1,2-diamine D-Tartaric Acid Salt